N-(4-(pyridin-2-yl)thiazol-2-yl)-5-(2,2,2-trifluoroacetamido)picolinamide N1=C(C=CC=C1)C=1N=C(SC1)NC(C1=NC=C(C=C1)NC(C(F)(F)F)=O)=O